C(C)OC(=O)C=1N2C(SC1)=NC=C2 Imidazo[2,1-b]Thiazole-3-carboxylic acid ethyl ester